(S)-2-(3-((2-amino-6-(methylamino)pyrimidin-4-yl)oxy)pyrrolidin-1-yl)-N-(3-(2-((1,5-dimethyl-1H-pyrazol-3-yl)amino)-5-methylpyrimidin-4-yl)-1H-indol-7-yl)acetamide NC1=NC(=CC(=N1)O[C@@H]1CN(CC1)CC(=O)NC=1C=CC=C2C(=CNC12)C1=NC(=NC=C1C)NC1=NN(C(=C1)C)C)NC